CC=1C(C2=CC=CC=C2C(C1C(F)(F)F)=O)=S 2-methyl-3-trifluoromethylthionaphthoquinone